C(#N)C=1C=C(CN2C[C@H](CC2)NS(=O)(=O)C=2C=NC(=CC2)N2CCOCC2)C=CC1 (S)-N-(1-(3-Cyanobenzyl)pyrrolidin-3-yl)-6-morpholinopyridine-3-sulfonamide